N-{4-[4-cyano-2-(1-methyl-2-imidazolyl)phenyl]-6-cyclopropyl-2-pyridyl}-1-cyclopropyl-5-[(2-methoxyethylamino)methyl]-2-oxo-1,2-dihydronicotinamide C(#N)C1=CC(=C(C=C1)C1=CC(=NC(=C1)C1CC1)NC(C=1C(N(C=C(C1)CNCCOC)C1CC1)=O)=O)C=1N(C=CN1)C